N-{6,7-dimethoxy-1H,2H,3H-cyclopenta[b]quinolin-9-yl}-1-(pyridin-3-yl)piperidin-4-amine COC=1C(=CC=2C(=C3C(=NC2C1)CCC3)NC3CCN(CC3)C=3C=NC=CC3)OC